S1=CC(CC1)=O 1-thiolinon